CC1=NC=C(C(=N1)N(S(=O)(=O)C)C)CNC1=NC(=NC=C1C(F)(F)F)NC1=CC=C(C(=O)N)C=C1 4-({4-[({2-methyl-4-[methyl(methylsulfonyl)amino]pyrimidin-5-yl}methyl)amino]-5-(trifluoromethyl)pyrimidin-2-yl}amino)benzamide